5-bromo-2-chloro-N-cyclopropyl-N-(2-(oxetan-2-yl)ethyl)nicotinamide BrC=1C=NC(=C(C(=O)N(CCC2OCC2)C2CC2)C1)Cl